C(=O)=[Co](C1C=CC=C1)=C=O Dicarbonylcyclopentadienyl-cobalt(I)